FC(C1=CC=C(C=C1)C=1C=2N(C=C(N1)C#N)N=CC2)(F)F 4-(4-(trifluoromethyl)phenyl)pyrazolo[1,5-a]pyrazine-6-carbonitrile